2-chloro-5-fluoro-4-(1-cyclopentyl-1H-1,2,3-triazol-4-yl)pyrimidine ClC1=NC=C(C(=N1)C=1N=NN(C1)C1CCCC1)F